C(C)C1=C(NC2=C1N=C(S2)C2CCC(CC2)=O)C=2C=C(C=1N(C2)N=CN1)OC 4-(6-ethyl-5-(8-methoxy-[1,2,4]triazolo[1,5-a]pyridin-6-yl)-4H-pyrrolo[3,2-d]thiazol-2-yl)cyclohexan-1-one